[(2S,6R)-6-(4-benzamido-2-oxo-pyrimidin-1-yl)-2-(hydroxymethyl)-1,4-dioxan-2-yl]methyl benzoate C(C1=CC=CC=C1)(=O)OC[C@]1(O[C@H](COC1)N1C(N=C(C=C1)NC(C1=CC=CC=C1)=O)=O)CO